[N+](=O)([O-])C=1C=C2C(=NN(C2=CC1)C1OCCCC1)C=O 5-nitro-1-(tetrahydro-2H-pyran-2-yl)-1H-indazole-3-carbaldehyde